(3-bromophenyl)(2H2)methanol BrC=1C=C(C=CC1)C(O)([2H])[2H]